P(=O)(OCC#C)(OCC#C)OCC(F)(F)F dipropargyl 2,2,2-trifluoroethyl phosphate